C(CCCCCCCCCCCC=CCCCCCCCC)(=O)OCCCCCCCCCCCCCCCCCCCCCCCCCO 25-hydroxypentacosyl docos-13-enoate